CC=CC1=C(C=CC=C1)OC methyl-o-methoxystyrene